(S)-(S,E)-1-((R)-4-benzyl-2-thioxothiazolidin-3-yl)-7-chloro-1-oxohept-4-en-3-yl 2-((tert-butoxycarbonyl) amino)-3-methylbutyrate C(C)(C)(C)OC(=O)N[C@H](C(=O)O[C@@H](CC(=O)N1C(SC[C@H]1CC1=CC=CC=C1)=S)\C=C\CCCl)C(C)C